3-methyl-1-dodecyn-3-ol CC(C#C)(CCCCCCCCC)O